Triethanolamine octadecyl-succinate C(CCCCCCCCCCCCCCCCC)C(C(=O)O)CC(=O)O.N(CCO)(CCO)CCO